6-{3-[(1,3-benzothiazol-2-yl)amino]-4-methyl-5H,6H,7H,8H-pyrido[2,3-c]pyridazin-8-yl}pyridine-2-carboxylic acid S1C(=NC2=C1C=CC=C2)NC2=C(C1=C(N=N2)N(CCC1)C1=CC=CC(=N1)C(=O)O)C